ClC1=CC=C2C(=N1)NC=C2CC2=CC(=CC(=C2)OC)OC 6-chloro-3-(3,5-dimethoxybenzyl)-1H-pyrrolo[2,3-b]Pyridine